N-(2-(4-((tetrahydro-2H-pyran-4-carboxamido)methyl)phenyl)thiazole-4-carbonyl)-Z-serinate O1CCC(CC1)C(=O)NCC1=CC=C(C=C1)C=1SC=C(N1)C(=O)N[C@@H](CO)C(=O)[O-]